CC=1C=C(C=CC1CNC(C1=CC(=CC=C1)C(F)(F)F)=O)B(O)O 3-methyl-4-((3-trifluoromethylbenzamido)methyl)phenylboronic acid